OC1CCCCC12NC(C=1N2C(C(=CC1C)NC1=CC(=NC=N1)NC(OC(C)(C)C)=O)=O)=O tert-butyl (6-((2-hydroxy-8'-methyl-1',5'-dioxo-1',5'-dihydro-2'H-spiro[cyclohexane-1,3'-imidazo[1,5-a]pyridin]-6'-yl)amino)pyrimidin-4-yl)carbamate